tert-butyl 2-(2,1,3-benzoxadiazol-5-ylmethoxy)acetate N=1ON=C2C1C=CC(=C2)COCC(=O)OC(C)(C)C